ClC=1C=C(C=CC1)[C@H](C)NC(=O)C=1C=C2CN(C(C2=CC1)=O)C1C(NC(CC1)=O)=O N-((S)-1-(3-chlorophenyl)ethyl)-2-(2,6-dioxopiperidin-3-yl)-1-oxoisoindoline-5-carboxamide